rac-(R)-2-(2,6-dioxopiperidin-3-yl)-1,3-dioxoisoindoline-5-carbaldehyde O=C1NC(CC[C@H]1N1C(C2=CC=C(C=C2C1=O)C=O)=O)=O |r|